COC(CC(C1=CC(=C(C=C1)OC)OC)C1=C2CCN(CC2=CC=C1)C(C1=CC=C(C=C1)OC)=O)=O (l)-3-(2-(4-Methoxybenzoyl)-1,2,3,4-tetrahydroisoquinolin-5-yl)-3-(3,4-dimethoxyphenyl)propionic acid methyl ester